methyl Z-leucinate N[C@@H](CC(C)C)C(=O)OC